8-(3-hydroxy-2,2-dimethylpropyl)-2-({(1S)-1-[4-(1-methyl-1H-pyrazol-4-yl)phenyl]ethyl}amino)pyrido[2,3-d]pyrimidin-7(8H)-one OCC(CN1C(C=CC2=C1N=C(N=C2)N[C@@H](C)C2=CC=C(C=C2)C=2C=NN(C2)C)=O)(C)C